O=C1NC(=C(C(=C1C#N)C=1SC=CC1)C#N)SCC1=CC(=CC=C1)C1=NN=NN1 2-Oxo-6-[3-(1H-tetrazol-5-yl)-benzylsulfanyl]-4-thiophen-2-yl-1,2-dihydro-pyridine-3,5-dicarbonitrile